C(C1=CC=CC=C1)N1C=C(CCC1)C#N 1-benzyl-1,4,5,6-tetrahydropyridine-3-carbonitrile